ClC=1C(=CC2=C(C[C@](O2)(C2=CC=CC=C2)CN[C@H]2C[C@H](CCC2)O)C1C1=C(C(=O)N)C=CC(=C1F)OC(F)F)F 2-((2s,4s)-5-chloro-6-fluoro-2-((((1r,3s)-3-hydroxycyclohexyl)amino)methyl)-2-phenyl-2,3-dihydrobenzofuran-4-yl)-4-(difluoromethoxy)-3-fluorobenzamide